ClC=1C=C(C=C(C1)Cl)N(C(=O)C1OC(C(C(C1OC)N1N=NC(=C1)C1=CC(=C(C(=C1)F)F)F)O)CO)[C@@H]1[C@H](CC1)O N-(3,5-dichlorophenyl)-5-hydroxy-N-((1S,2S)-2-hydroxycyclobutyl)-6-(hydroxymethyl)-3-methoxy-4-(4-(3,4,5-trifluorophenyl)-1H-1,2,3-triazol-1-yl)tetrahydro-2H-pyran-2-carboxamide